Methyl 5-amino-7-bromo-4-oxo-3,4-dihydro-phthalazine-1-carboxylate NC1=C2C(NN=C(C2=CC(=C1)Br)C(=O)OC)=O